CC1=CC(=CC=C1)C=1C=C(C)C=CC1 3,3'-bitoluene